methyl 2-((1R,4R,5S)-5-((5-cyclopropyl-3-(2,6-dichlorophenyl)isoxazol-4-yl)methoxy)-2-azabicyclo[2.2.1]heptan-2-yl)-4-fluorobenzo[d]thiazole-6-carboxylate C1(CC1)C1=C(C(=NO1)C1=C(C=CC=C1Cl)Cl)CO[C@@H]1[C@H]2CN([C@@H](C1)C2)C=2SC1=C(N2)C(=CC(=C1)C(=O)OC)F